C1(CC1)CN1[C@@H](CCC1)COC=1N=C(C2=C(N1)CN(CC2)C2=CC=CC1=CC=CC=C21)C2(NCCNC2)CC#N 2-(((S)-1-(cyclopropylmethylpyrrolidin-2-yl)methoxy)-7-(naphthalen-1-yl)-5,6,7,8-tetrahydropyrido[3,4-d]pyrimidin-4-yl)piperazin-2-ylacetonitrile